ClC=1C=C(C=CC1F)NC(N([C@@H](C)C1=CNC(C2=CC=CC=C12)=O)CCOCCOC)=O (S)-3-(3-chloro-4-fluorophenyl)-1-(2-(2-methoxyethoxy)ethyl)-1-(1-(1-oxo-1,2-dihydroisoquinolin-4-yl)ethyl)urea